C(#N)N(C1=CC(=CC(=C1)F)F)C=1SC(=C(N1)C(=O)N[C@H]1C(CC1)(C)C)C 2-(N-cyano-3,5-difluoro-anilino)-N-[(1R)-2,2-dimethylcyclobutyl]-5-methyl-thiazole-4-carboxamide